8-(2,2-dimethylpropyl)pyrido[2,3-d]Pyrimidin-7(8H)-one CC(CN1C(C=CC2=C1N=CN=C2)=O)(C)C